C(C1=CC=CC=C1)OC1=NC(=CC=C1C1=NC(=C(C=C1F)Br)C)OCC1=CC=CC=C1 2',6'-bis(benzyloxy)-5-bromo-3-fluoro-6-methyl-2,3'-bipyridine